N,N-Dimethyl-2-(4-(2-(6-methylpyridin-2-yl)-5,6-dihydro-4H-pyrrolo[1,2-b]pyrazol-3-yl)pyridin-2-yl)-4,6-dihydropyrrolo[3,4-d]imidazole-5(1H)-carboxamide CN(C(=O)N1CC=2NC(=NC2C1)C1=NC=CC(=C1)C1=C2N(N=C1C1=NC(=CC=C1)C)CCC2)C